CN1N=C(C=C1)N1C=CC(C2=CC=CN=C12)=O (1-methyl-1H-pyrazol-3-yl)-1,8-naphthyridin-4(1H)-one